CN1C(=CC(=C1)NC(=O)C=1N(C=C(N1)NC(=O)C=1N(C=C(C1)NC(=O)C=1N(C=C(C1)NC(=O)C=1N(C=CN1)C)C)C)C)C(=O)OC methyl 1-methyl-4-(1-methyl-4-(1-methyl-4-[1-methyl-4-(1-methylimidazole-2-amido)pyrrole-2-amido]pyrrole-2-amido)imidazole-2-amido)pyrrole-2-carboxylate